tungsten trioxide oxide [W](=O)(=O)(=O)=O